NC1=NC=CC=C1C1=NC=2C(=NC(=CC2)NC)N1C1=CC=C(C=C1)CCl 2-(2-Aminopyridin-3-yl)-3-(4-(chloromethyl)phenyl)-N-methyl-3H-imidazo[4,5-b]pyridin-5-amine